ethyl 3-amino-1,5-dimethyl-1H-pyrazole-4-carboxylate NC1=NN(C(=C1C(=O)OCC)C)C